C(CC(CC(CC(CC(CC(CC(CC(CC(CC(CC(CC(CCCCCCC)[O-])[O-])[O-])[O-])[O-])[O-])[O-])[O-])[O-])[O-])[O-])[O-] triacontane-1,3,5,7,9,11,13,15,17,19,21,23-dodecakis(olate)